C(C)(C)C=1OC=CN1 isopropylOxazole